pyrrolo[3,4-c]pyrazole-5(2H,4H,6H)-carboxylic acid tert-butyl ester C(C)(C)(C)OC(=O)N1CC2=NNC=C2C1